tosyl-phenylalanyl-methanone S(=O)(=O)(C1=CC=C(C)C=C1)N[C@@H](CC1=CC=CC=C1)C(=O)C=O